1'-((2,6-difluoro-4-oxo-4,5-dihydropyrrolo[1,2-a]quinoxalin-7-yl)methyl)-2-fluoro-N-methyl-1',2',3',6'-tetrahydro-[3,4'-bipyridine]-6-carboxamide FC=1C=C2N(C3=CC=C(C(=C3NC2=O)F)CN2CCC(=CC2)C=2C(=NC(=CC2)C(=O)NC)F)C1